FC1([C@@H](CN2C(N(CC[C@@H]21)C2=NOC1=C2C(=CC=C1)C1=C(C=C(C=C1F)F)F)=O)NS(=O)(=O)CC)F N-{(4aR,6R)-5,5-Difluoro-1-oxo-2-[4-(2,4,6-trifluorophenyl)-1,2-benzoxazol-3-yl]octahydropyrrolo[1,2-c]pyrimidin-6-yl}ethanesulfonamide